C1(CCCCC1)C=1C=C2C=CNC2=CC1 5-Cyclohexylindole